2-ETHYL-3-PYRIDINECARBOXALDEHYDE C(C)C1=NC=CC=C1C=O